OCC=1OC=C(N1)C(=O)O 2-(hydroxymethyl)oxazole-4-carboxylic acid